ClC1=NC=C(C(=N1)C1=CN=C(S1)N1C[C@H](CC1)F)C1=CN=CO1 (S)-5-(2-chloro-4-(2-(3-fluoropyrrolidin-1-yl)thiazol-5-yl)pyrimidin-5-yl)oxazole